C(C=C)OCC(CO[Ti+3])(CC)COCC=C [2,2-bis(allyloxymethyl)butoxy]titanium (IV)